C(C1=CC=CC=C1)OC=1C(=C(C=CC1)C=1CN(CC1)C(=O)OC(C)(C)C)C1OCCO1 tert-butyl 3-(3-(benzyloxy)-2-(1,3-dioxolan-2-yl)phenyl)-2,5-dihydro-1H-pyrrole-1-carboxylate